2-(3,5-difluoroanthrylphenyl)-4-phenyl-6-(4-(3-pyridyl)phenyl)-1,3,5-triazine FC=1C=C(C2=CC3=CC=CC(=C3C=C2C1)F)C1=C(C=CC=C1)C1=NC(=NC(=N1)C1=CC=CC=C1)C1=CC=C(C=C1)C=1C=NC=CC1